(R)-N-(2-((2-(dimethylamino)ethyl)(methyl)amino)-5-((6-(3-(3-fluoro-5-(3-fluorophenoxy)phenyl)isoxazolidin-2-yl)pyrimidin-4-yl)amino)-4-methoxyphenyl)acrylamide CN(CCN(C1=C(C=C(C(=C1)OC)NC1=NC=NC(=C1)N1OCC[C@@H]1C1=CC(=CC(=C1)OC1=CC(=CC=C1)F)F)NC(C=C)=O)C)C